C1(CC1)C1=C(C=CC=C1F)C=1C=CC=2N(C1)C=C(N2)NC(=O)[C@H]2[C@H](C2)F (1S,2S)-N-(6-(2-cyclopropyl-3-fluorophenyl)imidazo[1,2-a]pyridin-2-yl)-2-fluorocyclopropanecarboxamide